1-(3-phenylpyridin-2-yl)ethan-1-one C1(=CC=CC=C1)C=1C(=NC=CC1)C(C)=O